[N+](=O)([O-])C1=C(C=CC=C1)C1(CC=CC=C1)CS(=O)(=O)N(C)C1=CC=C(C=C1)N1C2=C(NC(CC1=O)=O)C1=CC=CC=C1C=C2 1-(2-nitrophenyl)-N-[4-(2,4-dioxo-1,2,3,4-tetrahydronaphtho[1,2-b][1,4]diazepine-5-yl)phenyl]phenyl-N-methylmethanesulfonamide